5-butyl-N'-(2-methylisonicotinoyl)picolinohydrazide hydrogen chloride Cl.C(CCC)C=1C=CC(=NC1)C(=O)NNC(C1=CC(=NC=C1)C)=O